C(C)C1=CC=C(C=C1)NC(=O)NC1=CNC2=C(C(=C(C(=C12)[2H])[2H])[2H])[2H] 1-(4-ethylphenyl)-3-(1H-indol-3-yl-4,5,6,7-d4)Urea